2-(2,5-Dimethylphenyl)-6-(4-ethyl-3-(hydroxymethyl)-5-oxo-4,5-dihydro-1H-1,2,4-triazol-1-yl)-7-fluoro-4-(prop-1-en-2-yl)isoquinolin-1(2H)-one CC1=C(C=C(C=C1)C)N1C(C2=CC(=C(C=C2C(=C1)C(=C)C)N1N=C(N(C1=O)CC)CO)F)=O